1-(5-chloro-2-methoxy-phenyl)sulfonyl-N3-(4-chlorophenyl)-1,2,4-triazole-3,5-diamine ClC=1C=CC(=C(C1)S(=O)(=O)N1N=C(N=C1N)NC1=CC=C(C=C1)Cl)OC